C(C1=CC=CC=C1)OC=1C=C(C=NC1N)C=1C=NC(=CC1)N 5-benzyloxy-[3,3']bipyridinyl-6,6'-diamine